CC=1C(=NC=CC1)N(C(C1=CC=C(C=C1)C1=CC=NC=C1)=O)[C@H]1CNCCC1 (R)-N-(3-methylpyridin-2-yl)-N-(piperidin-3-yl)-4-(pyridin-4-yl)benzamide